CC1=CC=C(C=C1)S(=O)(=O)NC(C)=O N-(4-toluenesulfonyl)acetamide